N-(4-(7-(1-(fluoromethyl)cyclopropyl-1H-pyrazol-4-yl)imidazo[1,2-c]pyrimidin-5-yl)benzyl)-1,2,4-oxadiazole-5-carboxamide FCC1(CC1)N1N=CC(=C1)C1=CC=2N(C(=N1)C1=CC=C(CNC(=O)C3=NC=NO3)C=C1)C=CN2